The molecule is a member of the class of coumarins carrying methoxy and 3-hydroxy-3-methylbutyl substituents at positions 7 and 8 respectively. It has a role as a plant metabolite. It is a member of coumarins, an aromatic ether and a tertiary alcohol. CC(C)(CCC1=C(C=CC2=C1OC(=O)C=C2)OC)O